1-amino-8-(3-(2-amino-3-chloro-pyridin-4-yl)-1H-pyrazolo[3,4-b]pyrazin-6-yl)-8-azaspiro-[4.5]decan-2-ol NC1C(CCC12CCN(CC2)C2=CN=C1C(=N2)NN=C1C1=C(C(=NC=C1)N)Cl)O